4-(2-(4-aminopiperidin-1-yl)-5-(3-(benzyloxy)-4-methoxyphenyl)pyridin-4-yl)-2-fluorobenzonitrile NC1CCN(CC1)C1=NC=C(C(=C1)C1=CC(=C(C#N)C=C1)F)C1=CC(=C(C=C1)OC)OCC1=CC=CC=C1